2-ethyl-2-n-hexyl-1,3-propanediol C(C)C(CO)(CO)CCCCCC